C(C)(=O)[O-].C(CCC)O[Ca+] Butoxycalcium acetate